C(C)(C)(C)OC(=O)NCCCC1=C(C=CC(=C1)F)NC1=C(C(=O)OC)C=C(C=C1)C(F)(F)F Methyl 2-((2-(3-((tert-butoxycarbonyl)amino)propyl)-4-fluorophenyl)amino)-5-(trifluoromethyl)benzoate